CC(C)S(=O)(=O)N propane-2-sulfonamid